rhodium(II) 2,2,2-trifluoroacetate FC(C(=O)[O-])(F)F.[Rh+2].FC(C(=O)[O-])(F)F